(R)-5-(2-methylbenzo[d]thiazol-6-yl)-N-(1,1,1-trifluoropropan-2-yl)-7H-pyrrolo[2,3-d]pyrimidin-2-amine CC=1SC2=C(N1)C=CC(=C2)C2=CNC=1N=C(N=CC12)N[C@@H](C(F)(F)F)C